N1(CCNC2=CC=CC=C12)C(CC(C)(C)C)=O 1-(3,4-dihydroquinoxalin-1(2H)-yl)-3,3-dimethylbutane-1-On